heptylene ether C1CCCCCCO1